C(C1=CC=CC=C1)OC=1C(=CC(=NC1)CC1=C(C=C(C=C1Cl)N1N=C(C(NC1=O)=O)C(F)F)Cl)S(=O)(=O)NC1CC(C1)O 5-benzyloxy-2-[[2,6-dichloro-4-[6-(difluoromethyl)-3,5-dioxo-1,2,4-triazin-2-yl]phenyl]methyl]-N-(3-hydroxycyclobutyl)pyridine-4-sulfonamide